FC(C=1C(=C(C=CC1F)[C@H]1[C@@H](O[C@]([C@H]1C)(C(F)(F)F)C)C(=O)NC=1C=NC(=CC1)C(C)O)OC)F (2R,3S,4S,5R)-3-(3-(difluoromethyl)-4-fluoro-2-methoxyphenyl)-N-(6-(1-hydroxyethyl)pyridin-3-yl)-4,5-dimethyl-5-(trifluoromethyl)tetrahydrofuran-2-carboxamide